OCC[N+](CC=C)(CC=C)CCO N,N-Bis(2-hydroxyethyl)-N-2-propen-1-yl-2-propen-1-aminium